{3-[4-(6-Butoxypyridazin-3-yl)-6-oxo-1,6-dihydropyrimidin-2-yl]-4-(trifluoromethyl)benzyl}isobutyramide C(CCC)OC1=CC=C(N=N1)C=1N=C(NC(C1)=O)C=1C=C(CC(C(=O)N)(C)C)C=CC1C(F)(F)F